4-chloro-6-fluoro-1H-indole ClC1=C2C=CNC2=CC(=C1)F